C(C)(C)(C)OC(=O)N1CC(CCC1)C=1N(OC(N1)(C(=O)OC)CC(=O)OC)C methyl 3-(1-(tert-butoxycarbonyl)piperidin-3-yl)-5-(2-methoxy-2-oxoethyl)-2-methyl-2,5-dihydro-1,2,4-oxadiazole-5-carboxylate